(4-(bis(3-fluorophenyl)methylene)piperidin-1-yl)(5-methylpyridin-3-yl)methanone FC=1C=C(C=CC1)C(=C1CCN(CC1)C(=O)C=1C=NC=C(C1)C)C1=CC(=CC=C1)F